OC1=CC=C(C=C1)C1=CC(=NN1)NC1=C(C=C(C=C1)O)C(F)(F)F 4-((5-(4-hydroxyphenyl)-1H-pyrazol-3-yl)amino)-3-(trifluoromethyl)phenol